N-[2-chloro-5-fluoro-4-({4-[(2S)-2-{[8-(trifluoromethyl)quinazolin-4-yl]amino}propyl]piperazin-1-yl}sulfonyl)phenyl]acetamide ClC1=C(C=C(C(=C1)S(=O)(=O)N1CCN(CC1)C[C@H](C)NC1=NC=NC2=C(C=CC=C12)C(F)(F)F)F)NC(C)=O